NC(C)C=1C=C(C=CC1)N1CCN(CC1)C=1C(=NC(=C(N1)C)C1=C(C(=CC=C1)Cl)Cl)CO (3-(4-(3-(1-aminoethyl)phenyl)piperazin-1-yl)-6-(2,3-dichlorophenyl)-5-methylpyrazin-2-yl)methanol